9-Octadecen-1-ol acetate C(C)(=O)OCCCCCCCCC=CCCCCCCCC